2-PIPERAZINECARBOXALDEHYDE N1C(CNCC1)C=O